Tert-butyl 2-cyanopiperazine-1-carboxylate C(#N)C1N(CCNC1)C(=O)OC(C)(C)C